1,1-bis[p-chlorophenyl]-2,2,2-trichloroethane ClC1=CC=C(C=C1)C(C(Cl)(Cl)Cl)C1=CC=C(C=C1)Cl